ClC=1C(=C(NC=2C3=C(N=CN2)C=CC(=N3)N3CC2(CCN2C(=O)OC(C)(C)C)C3)C=CC1OCC1CC1)F tert-Butyl 6-[4-[3-chloro-4-(cyclopropylmethoxy)-2-fluoro-anilino]pyrido[3,2-d]pyrimidin-6-yl]-1,6-diazaspiro[3.3]heptane-1-carboxylate